1-(4-cyanophenyl)-5-methyl-N-[(4s)-6-({3-carbamoyl-6-fluoropyrazolo[1,5-a]pyridin-2-yl}oxy)spiro[3.3]heptan-2-yl]-1H-pyrazole-4-carboxamide C(#N)C1=CC=C(C=C1)N1N=CC(=C1C)C(=O)NC1CC2(C1)CC(C2)OC2=NN1C(C=CC(=C1)F)=C2C(N)=O